trisodium 2-hydroxypropane-1,2,3-tricarboxylate OC(CC(=O)[O-])(CC(=O)[O-])C(=O)[O-].[Na+].[Na+].[Na+]